F[C@@H]1C(NC(C[C@@H]1OC=1N=NC(=CC1)C1=NC=C(C=C1OCOC)N1C=NC(=C1)C)(C)C)(C)C |r| rac-3-(((3R,4S)-3-Fluoro-2,2,6,6-tetramethylpiperidin-4-yl)oxy)-6-(3-(methoxymethoxy)-5-(4-methyl-1H-imidazol-1-yl)pyridin-2-yl)pyridazine